tert-butyl (2-bromo-3-thienyl)carbamate BrC=1SC=CC1NC(OC(C)(C)C)=O